ClC1=C(C=CC(=C1)CNCCC(=O)NCCCNC1=NC2=C(C3=CN=CC=C13)C=CC(=C2)C(=O)N)C2=CC=CC=C2 5-((3-(3-(((2-Chloro-[1,1'-biphenyl]-4-yl)methyl)amino)propanamido)propyl)amino)benzo[c][2,6]naphthyridine-8-carboxamide